(S)-3-(5-(trifluoromethyl)-2,3-dihydrobenzofuran-2-yl)benzonitrile FC(C=1C=CC2=C(C[C@H](O2)C=2C=C(C#N)C=CC2)C1)(F)F